N-[(1-methyl-1H-imidazol-2-yl)methyl]-4-(1H-pyrrolo[3,2-c]pyridin-4-yl)benzamide CN1C(=NC=C1)CNC(C1=CC=C(C=C1)C1=NC=CC2=C1C=CN2)=O